FC=1C=C2C(=C(NC2=CC1F)C(=O)OC)[N+](=O)[O-] methyl 5,6-difluoro-3-nitro-1H-indole-2-carboxylate